C(C1=CC=CC=C1)N1N=C(C=C1COC1=CC=C(C=C1)CCCO)C 1-benzyl-5-[[4-(3-hydroxypropyl)phenoxy]methyl]-3-methyl-pyrazole